BrC1=CC(=C2C(NN=C(C2=C1)CN1C(C2=CC=CC=C2C1=O)=O)=O)OCC 2-((7-bromo-5-ethoxy-4-oxo-3,4-dihydrophthalazin-1-yl)methyl)isoindoline-1,3-dione